Cl.COC([C@H](CCCC)N)=O.C[C@@H]1C=2N(CCN1C(=O)C1=CC=NC=C1)C(=NC2)C2=NC(=NS2)C (R)-(8-methyl-3-(3-methyl-1,2,4-thiadiazol-5-yl)-5,6-dihydroimidazo[1,5-a]pyrazin-7(8H)-yl)(pyridin-4-yl)methanone methyl-(S)-2-aminocaproate HCl